2-isopropoxy-5-(methylsulfonyl)aniline C(C)(C)OC1=C(N)C=C(C=C1)S(=O)(=O)C